propyloctan C(CC)CCCCCCCC